C(C)(=O)N[C@H](CC(C)C)C(=O)O N-acetyl-D-(+)-leucine